CC(C)(C#CC=1C=C2C=CN=C(C2=CC1)C)O 2-methyl-4-(1-methyl-isoquinolin-6-yl)-but-3-yn-2-ol